(E)-4-((tert-butoxycarbonyl)(isopropyl)amino)but-2-enoic acid C(C)(C)(C)OC(=O)N(C/C=C/C(=O)O)C(C)C